1-(3-fluoro-5-nitrobenzyl)-6-(4-methoxy-5H-pyrrolo[3,2-d]pyrimidin-5-yl)-2-methyl-1H-imidazo[4,5-b]pyridine FC=1C=C(CN2C(=NC3=NC=C(C=C32)N3C=CC=2N=CN=C(C23)OC)C)C=C(C1)[N+](=O)[O-]